tert-Butyl 4-(((2S,4s,6S)-6-(5-(2,4-dioxotetrahydropyrimidin-1(2H)-yl)-1H-pyrrolo[2,3-b]pyridin-1-yl)spiro[3.3]heptan-2-yl)methyl)piperazine-1-carboxylate O=C1N(CCC(N1)=O)C=1C=C2C(=NC1)N(C=C2)C2CC1(CC(C1)CN1CCN(CC1)C(=O)OC(C)(C)C)C2